C(C(C)C)C1=CC=C(C=C)C=C1 p-isobutylstyrene